2-(2-prop-2-ynyloxyethoxy)ethanol C(C#C)OCCOCCO